C(C=C)(=O)O.C12(C(C3CC(CC(C1)C3)C2)O)O adamantanediol acrylate